2-iodo-7-(1H-pyrazol-4-yl)-1,5-naphthyridine IC1=NC2=CC(=CN=C2C=C1)C=1C=NNC1